IC=1C=C(C(=O)NC2=CC(=CC=C2)S(=O)(=O)N2CCCC2)C=CC1OC 3-Iodo-4-methoxy-N-(3-(pyrrolidin-1-ylsulfonyl)phenyl)benzamide